CC1=CC=C(C2=CC=CC=C12)C=1N(C(=CC1)C1=C2C(=NC=C1)NC=C2)COCC[Si](C)(C)C 2-(4-methylnaphthalen-1-yl)-5-(1H-pyrrolo[2,3-b]pyridin-4-yl)-1-{[2-(trimethylsilyl)ethoxy]methyl}-1H-pyrrole